C(CCCCC)N(CCCCCC)CC(=O)OCC ethyl N,N-dihexylaminoacetate